iron-nickel-chromium oxide [O-2].[Cr+3].[Ni+2].[Fe+2]